hepta-1,6-diyne-4-ol C#CCC(CC#C)O